C1(CC1)C1=C(C=CC=C1)N1C(C2(CC1)CC(C1=CC=CC=C12)(C)O)=O (2-cyclopropylphenyl)-3-hydroxy-3-methyl-2,3-dihydrospiro[indene-1,3'-pyrrolidin]-2'-one